C(C1=CC=CC=C1)N(CCCN1CCN(CC1)C(=O)OC(C)(C)C)C tert-butyl 4-[3-[benzyl(methyl)amino]propyl]piperazine-1-carboxylate